propylene glycol methyl ether acetate C(C)(=O)OC(COC)C